2-(6-Ethyl-2-methyl-pyridin-3-yl)-N-[(3S)-9-fluoro-2-oxo-5-phenyl-2,3-dihydro-1H-1,4-benzodiazepin-3-yl]pyrazolo[1,5-a]-pyrimidine-3-carboxamide C(C)C1=CC=C(C(=N1)C)C1=NN2C(N=CC=C2)=C1C(=O)N[C@@H]1C(NC2=C(C(=N1)C1=CC=CC=C1)C=CC=C2F)=O